[Mn](=O)(=O)([O-])[O-].[Li+].[Mn+2] manganese Lithium manganate